BrC1=CC=C(C=NNC(=O)C2=NC=CC3=C2NC2=CC=CC=C32)C=C1 N'-(4-bromobenzylidene)-pyrido[3,4-b]Indole-1-carboxylic acid hydrazide